FC1=C(C=C2CCNC2=C1)[C@H]1[C@@H](C(NC1)=O)NC(=O)NC1=CC=C(C=C1)F |o1:10,11| (-)-1-[(3S*,4R*)-4-(6-Fluoroindolin-5-yl)-2-oxopyrrolidin-3-yl]-3-(4-fluorophenyl)urea